FC=1C(=C(C#N)C=CC1)N1CCC(CC1)N1C(N(C=2C(C1)=CN(N2)C)[C@@H](C)C2=C(C=CC=C2)C(F)(F)F)=O 3-Fluoro-2-(4-{2-methyl-6-oxo-7-[(S)-1-(2-trifluoromethyl-phenyl)-ethyl]-2,4,6,7-tetrahydro-pyrazolo[3,4-d]pyrimidin-5-yl}-piperidin-1-yl)-benzonitril